6-[methyl-(2-methyl-1-pyrimidin-2-yl-propyl)amino]-4-oxo-1-[1-[6-(trifluoromethyl)-3-pyridyl]ethyl]-5H-pyrazolo[3,4-d]pyrimidine-3-carbonitrile CN(C=1NC(C2=C(N1)N(N=C2C#N)C(C)C=2C=NC(=CC2)C(F)(F)F)=O)C(C(C)C)C2=NC=CC=N2